1-(1-(2-fluoroacryloyl)azetidin-3-yl)-7-methyl-3-(4-(trifluoro-methyl)phenyl)-1,7-dihydro-6H-pyrazolo[3,4-b]pyrazin-6-one FC(C(=O)N1CC(C1)N1N=C(C2=C1N(C(C=N2)=O)C)C2=CC=C(C=C2)C(F)(F)F)=C